FC=1C=CC(=C2C=C(NC(C12)=O)CCCN1C2CN(CC1CC2)C=2C=CC(=NC2)C#N)C 5-(8-(3-(8-fluoro-5-methyl-1-oxo-1,2-dihydroisoquinolin-3-yl)propyl)-3,8-diazabicyclo[3.2.1]octan-3-yl)pyridinecarbonitrile